((3aS,4R,6S,6aS)-6-(4-aminopyrrolo[2,1-f][1,2,4]triazin-7-yl)-4-cyano-2,2-dimethyltetrahydrofuro[3,4-d][1,3]dioxol-4-yl)methyl propionate C(CC)(=O)OC[C@]1(O[C@H]([C@@H]2OC(O[C@@H]21)(C)C)C2=CC=C1C(=NC=NN12)N)C#N